3,5-dichloro-4-(cyclopropylmethoxy)benzaldehyde ClC=1C=C(C=O)C=C(C1OCC1CC1)Cl